FC(COCC1=CC=C(C(=C1C(=O)OC(C)(C)C)OCOC)CCB1OC(C(O1)(C)C)(C)C)F tert-butyl 6-((2,2-difluoroethoxy)methyl)-2-(methoxymethoxy)-3-(2-(4,4,5,5-tetramethyl-1,3,2-dioxaborolan-2-yl)ethyl)benzoate